C(=C)(C)[C@@H](CC(=O)[O-])CCC=C (R)-3-isopropenyl-6-heptenoate